3,3-dimethyl-n-butyryl chloride CC(C)(C)CC(=O)Cl